C(CCCCCCC\C=C/CCCCCCCC)(=O)OC[C@@H](OC(CCCCCCC\C=C/CCCCCCCC)=O)COP(=O)(O)OCCN 1,2-dioleoyl-sn-glycero-3-phosphoryl-ethanolamine